N1C(NC(C2=C1C1=C(O2)C=CC=C1)=O)=O 1H-benzo[4,5]furo[3,2-d]pyrimidine-2,4-dione